2-(Acetyl-methyl-amino)-N-[(3-fluorophenyl)-methyl]-4-methyl-6-morpholin-4-yl-pyridine C(C)(=O)N(C1N(C(=CC(=C1)C)N1CCOCC1)CC1=CC(=CC=C1)F)C